tris(4-butylpiperazino)(methyl)vinylsilane C(CCC)N1CCN(CC1)[Si](C=CC)(N1CCN(CC1)CCCC)N1CCN(CC1)CCCC